3,5-difluoro-4'-((1s,4r)-4-pentylcyclohexyl)-[1,1'-biphenyl]-4-carboxylic acid methyl ester COC(=O)C1=C(C=C(C=C1F)C1=CC=C(C=C1)C1CCC(CC1)CCCCC)F